methyl N-(2,6-difluoro-4-pyridyl)-N-[4-[(2,2-dimethylcyclobutyl)carbamoyl]-5-methyl-thiazol-2-yl]carbamate FC1=NC(=CC(=C1)N(C(OC)=O)C=1SC(=C(N1)C(NC1C(CC1)(C)C)=O)C)F